C(C)(C)(C)C=1N=NN(C1)CC(=O)NC1=CC=C(C=C1)C1=NC=NC2=CC(=C(C=C12)OC)OCC1CCN(CC1)CC 2-(4-(tert-butyl)-1H-1,2,3-triazole-1-yl)-N-(4-(7-((1-ethylpiperidin-4-yl)methoxy)-6-methoxyquinazolin-4-yl)phenyl)acetamide